C(C=C)(=O)N1C(COCC1)C=1C=C(C=C(C1)Cl)C1=CC(NC=N1)=O 6-(3-(4-acryloylmorpholin-3-yl)-5-chlorophenyl)pyrimidin-4(3H)-one